C(=CCCCCCCCCCC)NCCC(=O)OC methyl β-dodecenylaminopropionate